C(C1=CC=CC=C1)(=O)N1C(=NC=2N(C=NC2C1=O)[C@@H]1O[C@@H]([C@H]([C@H]1O[Si](C)(C)C(C)(C)C)OC)CO[Si](C)(C)C(C)(C)C)NC(C)=O N-(1-benzoyl-9-((2R,3R,4R,5R)-3-((tert-butyldimethylsilyl)oxy)-5-(((tert-butyldimethylsilyl)oxy)methyl)-4-methoxytetrahydrofuran-2-yl)-6-oxo-6,9-dihydro-1H-purin-2-yl)acetamide